4-epoxycyclohexyl-ethylene C12C(CC(CC1)C=C)O2